2,6-Anhydro-4-(5-bromo-3-cyano-6-fluoro-2H-indazol-2-yl)-3,4,5-trideoxy-5-isobutyramido-D-glycero-D-galacto-non-2-enonic acid BrC1=CC2=C(N(N=C2C=C1F)[C@H]1C=C(C(=O)O)O[C@H]([C@@H]1NC(C(C)C)=O)[C@H](O)[C@H](O)CO)C#N